C(C)OC(=O)C=1C(=NN(C1\C=C\C1=CC=C(C=C1)Cl)C1=CC=CC=C1)C1=CC=CC=C1 (E)-5-(4-chlorostyryl)-1,3-diphenyl-1H-pyrazole-4-carboxylic acid ethyl ester